C[N-]C(=O)OC(C)(C)C N-methyl-tert-butyloxycarbonylamide